C1=C2C=3C=CC=CC3N3C2=C(C=C1C1=C(N)C(=CC=C1)C=1C=C2C=4C=CC=CC4N4C2=C(C1)C1=CC=CC=C14)C1=CC=CC=C13 2,6-Bis(indolo[3,2,1-jk]carbazol-2-yl)aniline